1-{2-[5-(3,3-difluoroazetidin-1-yl)-1H-1,2,3-triazol-1-yl]acetyl}-4-fluoro-N-{[6-fluoro-5-(propan-2-yl)pyridin-2-yl](phenyl)methyl}pyrrolidine-2-carboxamide FC1(CN(C1)C1=CN=NN1CC(=O)N1C(CC(C1)F)C(=O)NC(C1=CC=CC=C1)C1=NC(=C(C=C1)C(C)C)F)F